BrC1=CC(=NC=C1)C(=O)N1[C@@H](CN(CC2=C1C=CC=C2)S(=O)(=O)C(F)(F)F)COC2CCCC2 (S)-(4-Bromopyridin-2-yl)(2-((cyclopentyloxy)methyl)-4-((trifluoromethyl)sulfonyl)-2,3,4,5-tetrahydro-1H-benzo[e][1,4]diazepin-1-yl)methanone